C1=CC=CC=2C3=CC=CC=C3N(C12)C1=CC=C(C=N1)N1C2=CC=CC=C2C=2C=C(C=CC12)N1C2=CC=CC=C2C=2C=CC=CC12 9-(6-(9H-carbazol-9-yl)pyridine-3-yl)-9H-3,9'-bicarbazole